1-[3-(4-cyclopropoxy-6-methoxypyrimidin-5-yl)-1-{[2-(trimethylsilyl)ethoxy]methyl}pyrrolo[2,3-b]pyridin-6-yl]-3-[3-(dimethylamino)-2-fluoropropyl]urea C1(CC1)OC1=NC=NC(=C1C1=CN(C2=NC(=CC=C21)NC(=O)NCC(CN(C)C)F)COCC[Si](C)(C)C)OC